N,N-dimethyl-3-((5-(1-(tetrahydro-2H-pyran-4-yl)imidazo[1,5-c]quinazolin-9-yl)pyridin-2-yl)oxy)-1-propylamine CN(C)CCCOC1=NC=C(C=C1)C1=CC=2C=3N(C=NC2C=C1)C=NC3C3CCOCC3